5-(3,3-difluorocyclobutyl)imidazolidine-2,4-dione FC1(CC(C1)C1C(NC(N1)=O)=O)F